C1(=CC=C(C=C1)OC1=CC(=C(C#N)C=C1)C(F)(F)F)C 4-(p-tolyloxy)-2-(trifluoromethyl)benzonitrile